NC1CC(C1)NC1CC(N(C2=CC=CC=C12)C(CC)=O)C (4-(((1R,3R)-3-aminocyclobutyl)amino)-2-methyl-3,4-dihydroquinolin-1(2H)-yl)propan-1-one